NC1=C(C(=O)NCCCC[C@@H](C=2NC(=CN2)C2=CC3=CC=CC=C3C=C2)NC(=O)C2=CN=CS2)C=CC=C1C (S)-N-(5-(2-amino-3-methylbenzamido)-1-(5-(naphthalen-2-yl)-1H-imidazol-2-yl)pentyl)thiazole-5-carboxamide